COC=1C=C(C=CC(=O)N)C=CC1 m-methoxycinnamamide